C(CCCCCC=CCC=CCC=C=CCC=CCCCC)(=O)O 7,10,13,14,17-docosapentaenoic acid